2-tertiary butyl-aminobenzaldehyde C(C)(C)(C)C1=C(C=O)C=CC=C1N